2-(Difluoromethyl)-5-(5-fluoro-6-((quinazolin-7-yloxy)methyl)pyridin-3-yl)-1,3,4-oxadiazole FC(C=1OC(=NN1)C=1C=NC(=C(C1)F)COC1=CC=C2C=NC=NC2=C1)F